C(C)N1[C@@H]2[C@@H](NCC1=O)C[C@@H](OC2)C(=O)N2[C@H](C1=CC=CC=C1CC2)C2=CC=C(C=C2)F (4aR,7R,8aS)-4-ethyl-7-((S)-1-(4-fluorophenyl)-1,2,3,4-tetrahydroisoquinoline-2-carbonyl)hexahydro-2H-pyrano[3,4-b]pyrazin-3(4H)-one